BrCCCCCC#CCC 9-bromonon-3-yne